5-[1-(t-butoxycarbonyl)-1,7-diazaspiro[3.5]non-7-yl]cinnoline-8-carboxylic acid C(C)(C)(C)OC(=O)N1CCC12CCN(CC2)C2=C1C=CN=NC1=C(C=C2)C(=O)O